C(C1=CC=CC=C1)OC(=O)N[C@@H]1CC=CC[C@@H]1C(=O)OC Methyl (1S,6R)-6-[[(benzyloxy)carbonyl]amino]cyclohex-3-ene-1-carboxylate